tert-butyl (5-(3-methoxy-1-((S)-2-carbonyl-4-(trifluoromethyl)imidazolidin-1-yl)propyl)thiazol-2-yl)carbamate COCCC(N1C(N[C@@H](C1)C(F)(F)F)=C=O)C1=CN=C(S1)NC(OC(C)(C)C)=O